The molecule is a 6-alkyl-4-hydroxy-2H-pyran-2-one that is 4-hydroxy-2H-pyran-2-one in which the hydrogen at position 6 is replaced by a 2-hydroxytridecyl group. It is a 6-alkyl-4-hydroxy-2H-pyran-2-one and a secondary alcohol. CCCCCCCCCCCC(CC1=CC(=CC(=O)O1)O)O